N-tert-butyl-4-[[2-[3-(methoxymethyl)phenyl]acetyl]amino]pyridine-2-carboxamide C(C)(C)(C)NC(=O)C1=NC=CC(=C1)NC(CC1=CC(=CC=C1)COC)=O